C(C1=CC=CC=C1)C1(CC(=NO1)CNC(=O)C1=C(N=C2N1C=CC=C2)C)C(=O)OC methyl 5-benzyl-3-((2-methylimidazo[1,2-a]pyridine-3-carboxamido)methyl)-4,5-dihydroisoxazole-5-carboxylate